1-(3-(Aminomethyl)-5-methyl-4-(prop-2-yn-1-yloxy)benzyl)-2-butyl-1H-imidazo[4,5-c]quinolin-4-amine NCC=1C=C(CN2C(=NC=3C(=NC=4C=CC=CC4C32)N)CCCC)C=C(C1OCC#C)C